BrC=1SC(=CC1CCCCCCBr)Br 2,5-dibromo-3-(6-bromohexyl)thiophene